N-(1,3-dimethyl-2-oxo-2,3-dihydro-1H-benzimidazol-5-yl)-2,4-dimethylbenzenesulfonamide CN1C(N(C2=C1C=CC(=C2)NS(=O)(=O)C2=C(C=C(C=C2)C)C)C)=O